5-(2-(4-(4-chlorophenyl)piperazin-1-yl)ethyl)-3,3-diethyl-pyrrolidin-2-one ClC1=CC=C(C=C1)N1CCN(CC1)CCC1CC(C(N1)=O)(CC)CC